(1S,3S)-3-((6-(5-chloro-3-(chloromethyl)thiophen-2-yl)-2-methylpyridin-3-yl)oxy)cyclohexane-1-carboxylic acid methyl ester COC(=O)[C@@H]1C[C@H](CCC1)OC=1C(=NC(=CC1)C=1SC(=CC1CCl)Cl)C